1-({(5S,7S)-3-[2-(3-ethyl-1,2,4-oxadiazol-5-yl)-2-methylpropyl]-2-oxo-1-oxa-3-azaspiro[4.5]dec-7-yl}methyl)-1H-benzimidazole-6-carbonitrile C(C)C1=NOC(=N1)C(CN1C(O[C@]2(C1)C[C@H](CCC2)CN2C=NC1=C2C=C(C=C1)C#N)=O)(C)C